(5-(2-(3,3-dimethylazetidin-1-yl)acetamido)-2-methylpyridin-3-yl)-2-(1H-pyrrol-3-yl)pyrazolo[5,1-b]thiazole-7-carboxamide CC1(CN(C1)CC(=O)NC=1C=C(C(=NC1)C)C=1N2C(SC1C1=CNC=C1)=C(C=N2)C(=O)N)C